O1COC2=C1C=CC(=C2)C(C(C)N(C(OC)=O)C)=O methyl (1-(benzo[d][1,3]dioxol-5-yl)-1-oxopropan-2-yl)(methyl)carbamate